methyl-4-(4-(4-cyanophenyl)-2,3-dihydro-1H-pyrrolo[2,3-c]pyridine-1-carbonyl)benzoate COC(C1=CC=C(C=C1)C(=O)N1CCC=2C1=CN=CC2C2=CC=C(C=C2)C#N)=O